tert-butyl 6-[[7-(p-tolylsulfonyl)-5-(trifluoromethyl)pyrrolo[2,3-d]pyrimidin-2-yl]methyl]-2-azaspiro[3.3]heptane-2-carboxylate C1(=CC=C(C=C1)S(=O)(=O)N1C=C(C2=C1N=C(N=C2)CC2CC1(CN(C1)C(=O)OC(C)(C)C)C2)C(F)(F)F)C